C1(=CC=CC=2C3=CC=CC=C3CC12)COC(=O)N(CC(=O)O)CC1=C(C=C(C=C1OC)OC)OC N-fluorenylmethoxycarbonyl-N-(2,4,6-trimethoxybenzyl)glycine